FC1=C(C=C(C(=C1)N1C[C@@H](N([C@@H](C1)C)C)C)NC(=O)C1=CNC(C=C1C(F)(F)F)=O)C1=CCCN(C1)C(=O)OC(C)(C)C tert-butyl 5-(2-fluoro-5-(6-oxo-4-(trifluoromethyl)-1,6-dihydropyridine-3-carboxamido)-4-((3S,5R)-3,4,5-trimethylpiperazin-1-yl) phenyl)-3,6-dihydropyridine-1(2H)-carboxylate